CNC(CN(CCC)CCC=O)=O N-METHYL-2-[(3-OXOPROPYL)(PROPYL)AMINO]ACETAMIDE